O([Si](C)(C)C(C)(C)C)C[C@@]12C(CC[C@H]1[C@@H]1CC=C3CCCC[C@]3(C)[C@H]1CC2)=O (3R)-tert-butyldimethylsiloxy-androst-5-en-17-one